ClC1=NC=C2C3=C(C=NC2=C1F)NC([C@H]1N3CCN(C1)C(=O)OCCCC)=O butyl (S)-3-chloro-4-fluoro-8-oxo-7,8,8a,9,11,12-hexahydro-10H-pyrazino[1',2':4,5]pyrazino[2,3-c][1,6]naphthyridine-10-carboxylate